ClC1=NC(=CC(=C1)NC1CCC(CC1)NC(C1=CC=C(C=C1)OC)=O)C(F)(F)F N-[4-[[2-chloro-6-(trifluoromethyl)-4-pyridyl]amino]cyclohexyl]-4-methoxy-benzamide